[3-(4-methyl-5-phenyl-4H-imidazo[1,2-b][1,2,4]triazol-2-yl)phenyl]methanol tert-butyl-N-[1-[3-(2,6-dioxo-3-piperidyl)-1-methyl-indazol-6-yl]-4-piperidyl]-N-methyl-carbamate C(C)(C)(C)CN(C(=O)OCC1=CC(=CC=C1)C=1N=C2N(N1)C=C(N2C)C2=CC=CC=C2)C2CCN(CC2)C2=CC=C1C(=NN(C1=C2)C)C2C(NC(CC2)=O)=O